N12CCN(C(CC1)CC2)C=2C=CC(=NC2)NC2=NC=C(C(=N2)C2=C(C=1C(N(C=C(C1S2)C(C)C)C)=O)C)F 2-(2-((5-(1,4-diazabicyclo[3.2.2]non-4-yl)pyridin-2-yl)amino)-5-fluoropyrimidin-4-yl)-7-isopropyl-3,5-dimethylthieno[3,2-c]pyridin-4(5H)-one